N-(2-(3-(2-((1,5-dimethyl-1H-pyrazol-3-yl)amino)-5-methylpyrimidin-4-yl)-1H-indol-7-yl)-1-oxoisoindolin-4-yl)-2-(dimethylamino)acetamide CN1N=C(C=C1C)NC1=NC=C(C(=N1)C1=CNC2=C(C=CC=C12)N1C(C2=CC=CC(=C2C1)NC(CN(C)C)=O)=O)C